N=1N(C=NC1)C(=O)[O-] [1,2,4]triazole-2-carboxylate